C1(=CC=CC=C1)C(C)NC1=NC=NC2=CC=C(C=C12)C=1C=C(C=NC1)O 5-(4-((1-phenylethyl)amino)quinazolin-6-yl)pyridin-3-ol